FC1=CC=CC2=C1N(C(CC(=C2O)C(=O)[O-])=O)CC2=CC(=C(C=C2)C)F 9-fluoro-1-(3-fluoro-4-methylbenzyl)-5-hydroxy-2-oxo-2,3-dihydro-1H-benzo[b]azepine-4-carboxylate